4,6-dichloro-N-(8-fluoro-1-methyl-2,4-dioxo-3-(2-(trifluoromethyl)benzyl)-1,2,3,4-tetrahydroquinazolin-5-yl)-5-hydroxypicolinamide Spiro[5.5]undecane-3-carboxylate C1CC(CCC12CCCCC2)C(=O)O.ClC2=CC(=NC(=C2O)Cl)C(=O)NC2=C1C(N(C(N(C1=C(C=C2)F)C)=O)CC2=C(C=CC=C2)C(F)(F)F)=O